[C@H]12N(C[C@H](NC1)CC2)C2=NC=1C=CC3=C(C1C=C2)C2=C(S3)C(N[C@@H](CN2)C)=O (R)-3-((1R,4R)-2,5-diazabicyclo[2.2.2]octan-2-yl)-10-methyl-9,10,11,12-tetrahydro-8H-[1,4]diazepino[5',6':4,5]thieno[3,2-f]quinolin-8-one